O=C1C2=CC=CC=C2NC2=CC=3C(C=4C=C(C=CC4NC3C=C21)S(=O)(=O)O)=O 5,7,12,14-tetrahydro-7,14-dioxo-quino[2,3-b]acridine-2-sulfonic acid